P(O)(=O)(OP(=O)(O)OP(=O)(O)O)OC[C@@H]1[C@H]([C@H]([C@@H](O1)N1C(=O)NC(=O)C(=C1)C=O)O)O 5-formyluridine triphosphate